N1-(7-(3-(dimethylamino)propyl)-9,10,11,12-tetrahydro-7H-benzo[4,5]indolo[2,3-b]quinoline-13-yl)-N3,N3-dimethylpropane-1,3-diamine CN(CCCN1C2=CC=C3C(=C2C=2C1=NC=1CCCCC1C2NCCCN(C)C)C=CC=C3)C